4-phenyl-1,3-naphthalenediol C1(=CC=CC=C1)C1=C(C=C(C2=CC=CC=C12)O)O